Cl.CSC(CC)(C)N 3-methylthiobutan-3-amine hydrochloride